ClC1=CC(=C(OCC2=NC=CC(=C2)OC2CCN(CC2)CC2=NC3=C(N2CC=2OC=CN2)C=C(C=C3)C(=O)OC(C)(C)C)C=C1)[N+]#[C-] tert-Butyl 2-((4-((2-((4-chloro-2-isocyanophenoxy)methyl)pyridin-4-yl)oxy)piperidin-1-yl)methyl)-1-(oxazol-2-ylmethyl)-1H-benzo[d]imidazole-6-carboxylate